(Z)-2-hydroxyimino-N-(2-methyl-1-naphthyl)propanamide O\N=C(/C(=O)NC1=C(C=CC2=CC=CC=C12)C)\C